P(=S)([O-])([O-])[O-].[Na+].[Na+].[Na+] (S)-sodium thiophosphate